((3aS,7aS)-1-methyloctahydro-6H-pyrrolo[2,3-c]pyridin-6-yl)methanone CN1CC[C@@H]2[C@H]1CN(CC2)C=O